2-(4-{4-[6-Chloro-7-({1-[(1,3,5-trimethyl-1H-pyrazol-4-yl)methyl]piperidin-4-yl}amino)-3H-imidazo[4,5-b]pyridin-2-yl]phenyl}piperazin-1-yl)ethanol ClC=1C(=C2C(=NC1)NC(=N2)C2=CC=C(C=C2)N2CCN(CC2)CCO)NC2CCN(CC2)CC=2C(=NN(C2C)C)C